trans-5-methoxy-8-((4-(trifluoromethyl)cyclohexyl)oxy)-1,6-naphthyridine COC1=C2C=CC=NC2=C(C=N1)O[C@@H]1CC[C@H](CC1)C(F)(F)F